16-amino-1-hexadecanethiol NCCCCCCCCCCCCCCCCS